(2E)-4-(dimethylamino)-1-[(6R)-2-(4-fluorophenyl)-6-methyl-3-(3-methyl-1H-pyrrolo[2,3-b]pyridin-4-yl)-6,7-dihydropyrazolo[1,5-a]pyrazin-5(4H)-yl]but-2-en-1-one CN(C/C=C/C(=O)N1CC=2N(C[C@H]1C)N=C(C2C2=C1C(=NC=C2)NC=C1C)C1=CC=C(C=C1)F)C